4-(2-(difluoromethyl)-1H-benzo[d]imidazol-1-yl)-N-(2-methyl-1-(naphthalen-1-yl)propan-2-yl)-6-morpholino-1,3,5-triazin-2-amine FC(C1=NC2=C(N1C1=NC(=NC(=N1)N1CCOCC1)NC(CC1=CC=CC3=CC=CC=C13)(C)C)C=CC=C2)F